CC1CNS(C2=C1C=C(C=C2)C)(=O)=O 4,6-Dimethyl-3,4-dihydro-2H-benzo[e][1,2]thiazine 1,1-dioxide